COC=1C=C(CN(C2=CC(=CC=C2)COCCOCCN2CCOCC2)CC2=CC=C3C=CC=NC3=C2)C=CC1 N-(3-methoxybenzyl)-3-((2-(2-morpholinoethoxy)ethoxy)methyl)-N-(quinolin-7-ylmethyl)aniline